C1(=CC=CC=C1)[C@@H]1C[C@H](NC1)CC(=O)O (2S,4S)-4-Phenyl-pyrrolidine-2-acetic acid